4-cyclohexyl-3-(1H-imidazol-5-yl)-N6-(2-methoxy-4-morpholinophenyl)-1H-pyrazolo[3,4-d]pyrimidine-4,6-diamine C1(CCCCC1)C1(C=2C(=NC(=N1)NC1=C(C=C(C=C1)N1CCOCC1)OC)NNC2C2=CN=CN2)N